NC1=C(C(=NN1C1(CC1)C)C1=NC=C(C=C1)C(C)C(NC1=CC(=NO1)C1=C(C=C(C=C1)F)Cl)=O)C(=O)N 5-Amino-3-[5-(1-[[3-(2-chloro-4-fluorophenyl)-1,2-oxazol-5-yl]carbamoyl]ethyl)pyridin-2-yl]-1-(1-methylcyclopropyl)pyrazole-4-carboxamide